C(=O)(OC(C)(C)C)C(C(=O)O)(C)C1=CC=CC=C1 Bocphenylpropionic acid